ClC1=C(OC=2C=C3C4(C(N(C3=CC2)C2OCCCC2)=O)C(C4)C)C(=CC(=C1)[N+](=O)[O-])Cl 5'-(2,6-dichloro-4-nitrophenoxy)-2-methyl-1'-(tetrahydro-2H-pyran-2-yl)spiro[cyclopropane-1,3'-indolin]-2'-one